2-(2-cyanoquinolin-6-yl)acetic acid C(#N)C1=NC2=CC=C(C=C2C=C1)CC(=O)O